galloylgallic acid trioleate C(CCCCCCC\C=C/CCCCCCCC)(=O)O.C(CCCCCCC\C=C/CCCCCCCC)(=O)O.C(CCCCCCC\C=C/CCCCCCCC)(=O)O.C(C1=CC(O)=C(O)C(O)=C1)(=O)C1=C(C(=O)O)C=C(C(=C1O)O)O